NC1=NC=C(C=C1C(=O)NC1CC1)C1=C(C=C(C=C1)N)C 2-amino-5-(4-amino-2-methyl-phenyl)-N-cyclopropylpyridine-3-carboxamide